C1(CC2C(CC1)O2)CC(C(=O)O)(CCCC(=O)O)CC2CC1C(CC2)O1 bis[(3,4-epoxycyclohexyl)methyl]adipic acid